C(C1=CC=CC=C1)C1CC(N(O1)[C@@H](CC(C)C)B1O[C@@]2([C@H](O1)C[C@H]1C([C@@H]2C1)(C)C)C)CCNC(=O)C1=NC=CC2=CC=CC=C12 5-benzyl-3-(2-(isoquinoline-1-carboxamido)ethyl)-N-((R)-3-methyl-1-((3aS,4S,6S,7aR)-3a,5,5-trimethylhexahydro-4,6-methanobenzo[d][1,3,2]dioxaborol-2-yl)butyl)-4,5-dihydroisoxazole